(R)-1-(piperidin-3-yl)tetrahydropyrimidin-2(1H)-one N1C[C@@H](CCC1)N1C(NCCC1)=O